C(C)N(CC#CCO)CC 4-Diethylamino-2-butyn-1-ol